N-(2-pyrimidinyl)benzamide N1=C(N=CC=C1)NC(C1=CC=CC=C1)=O